Isotridecyloxypropyl-1,3-diaminopropane C(CCCCCCCCCC(C)C)OCCCC(CCN)N